C1(=CC=CC=C1)C1=C2CCN(C2=CC(=C1)C1=NN=CN1)C(=O)[C@H]1N(CCC1)C#N (S)-2-(4-phenyl-6-(4H-1,2,4-triazol-3-yl)indoline-1-carbonyl)pyrrolidine-1-carbonitrile